C(C)(C)NC(O[C@H]1C[C@H](CC1)C1=NN(C(=C1)NC(=O)C1=CC=NN1CCN1CCNCC1)C(C)(C)C)=O (1R,3S)-3-(1-(tert-butyl)-5-(1-(2-(piperazin-1-yl)ethyl)-1H-pyrazole-5-carboxamido)-1H-pyrazol-3-yl)cyclopentyl isopropylcarbamate